CC1=C(C(=CC2=CC3=C(C(=C12)O)C(=O)C4=C(C3=O)C=C(C=C4O)O)O)C(=O)OC The molecule is a tetracenecarboxylate ester, a member of tetracenequinones and a methyl ester. It derives from a tetracenomycin D3.